ClC1=CC=C2C(=N1)C(C(N2)=O)(C)C 5-chloro-3,3-dimethyl-1,3-dihydro-2H-pyrrolo[3,2-b]pyridin-2-one